1,2-naphthalic anhydride C1=CC=C2C(=C1)C=CC3=C2C(=O)OC3=O